C(C)(C)[C@H]1CO[C@@]23CCN(C[C@H]3CCC(N21)=O)C(=O)OCCCC2=CC=C(C=C2)C(F)(F)F 3-[4-(trifluoromethyl)phenyl]propyl (3S,7aR,11aR)-3-isopropyl-5-oxo-2,3,6,7,7a,8,10,11-octahydrooxazolo[2,3-j][1,6]naphthyridine-9-carboxylate